ClC1=C(C=C(C=C1)NC(CC#N)=O)C(F)(F)F N-[4-chloro-3-(trifluoromethyl)phenyl]-2-cyano-acetamide